NC=1C=NC2=CC=CC=C2C1NCCCCN(C(C)=O)C1CCOCC1 N-(4-((3-aminoquinolin-4-yl)amino)butyl)-N-(tetrahydro-2H-pyran-4-yl)acetamide